FC(C1=C(C(=O)[O-])C=CC=C1)(F)F 2-(trifluoromethyl)benzoate